FC=1C=C(C=CC1F)C(CCC#N)=O 4-(3,4-difluorophenyl)-4-oxobutanenitrile